1-(2-(1-chloro-2-methoxyethyl)-6-cyclopropylimidazo[1,2-a]pyridin-8-yl)-3-methylimidazolidine-2,4-dione ClC(COC)C=1N=C2N(C=C(C=C2N2C(N(C(C2)=O)C)=O)C2CC2)C1